BrC(CC)C1=NC(=CC=C1)Cl 2-(1-Bromopropyl)-6-chloropyridine